7'-bromo-1',4'-dihydro-2'H-spiro[cyclopropane-1,3'-quinolin]-2'-one BrC1=CC=C2CC3(C(NC2=C1)=O)CC3